(S)-3-(2-(2-((tert-butoxycarbonyl)amino)-5-methylthiazol-4-yl)-2-iminoacetamido)-2,2-dimethyl-4-oxoazetidin-1-yl hydrogen sulfate S(=O)(=O)(ON1C([C@@H](C1=O)NC(C(=N)C=1N=C(SC1C)NC(=O)OC(C)(C)C)=O)(C)C)O